3-ethyl-1,2-dimethyl-imidazolium C(C)[N+]1=C(N(C=C1)C)C